C(C)(=O)NC1=C(C(=O)NC=2SC(=C(N2)C)[N+](=O)[O-])C=CC(=C1)NCCN 2-acetamido-4-((2-aminoethyl)amino)-N-(4-methyl-5-nitrothiazol-2-yl)benzamide